5-butoxy-2-((4-methoxybenzyl)thio)pyridine C(CCC)OC=1C=CC(=NC1)SCC1=CC=C(C=C1)OC